(S)-N-(8,9-Difluoro-6-oxo-1,4,5,6-tetrahydro-2H-pyrano[3,4-c]isoquinolin-1-yl)-N-methyl-1H-pyrrolo[3,2-c]pyridine-2-carboxamide FC=1C(=CC=2C3=C(NC(C2C1)=O)COC[C@H]3N(C(=O)C3=CC=1C=NC=CC1N3)C)F